C(=O)(OC(C)(C)C)N1[C@H](CNCC1)C(C)C (S)-1-Boc-2-isopropylpiperazine